CC1(CCC(CC1)NC1=NN2C(C(=N1)NC)=C(C=C2)C2=CC=C1C(=N2)N(N=N1)CC(F)(F)F)O (1r,4r)-1-Methyl-4-((4-(methylamino)-5-(3-(2,2,2-trifluoroethyl)-3H-[1,2,3]triazolo[4,5-b]pyridin-5-yl)pyrrolo[2,1-f][1,2,4]triazin-2-yl)amino)cyclohexan-1-ol